ClC=1C=C(C=CC1F)C1=CC(=CN1)S(=O)(=O)NC1=C(C=C(C(=C1)F)C#N)F 5-(3-chloro-4-fluorophenyl)-N-(4-cyano-2,5-difluorophenyl)-1H-pyrrole-3-sulfonamide